N-(4-cyano-2,6-dimethylbenzyl)-1-((6-cyclopropylimidazo[1,2-a]pyridin-2-yl)methyl)-1H-1,2,3-triazole-4-carboxamide C(#N)C1=CC(=C(CNC(=O)C=2N=NN(C2)CC=2N=C3N(C=C(C=C3)C3CC3)C2)C(=C1)C)C